1-[1-Chloro-6-(3-chloro-1-isopropyl-1H-indazol-5-ylmethoxy)-3,4-dihydro-naphthalen-2-ylmethyl]-piperidine-4-Carboxylic acid ClC1=C(CCC2=CC(=CC=C12)OCC=1C=C2C(=NN(C2=CC1)C(C)C)Cl)CN1CCC(CC1)C(=O)O